benzyl 6-[(3aS,7R,7aS)-2,2-dimethyl-7-methylsulfonyloxy-4-propyl-4,6,7,7a-tetrahydro-3aH-[1,3]dioxolo[4,5-c]pyridin-5-yl]-6-oxo-hexanoate CC1(O[C@H]2[C@H](C(N(C[C@H]2OS(=O)(=O)C)C(CCCCC(=O)OCC2=CC=CC=C2)=O)CCC)O1)C